NC=1C(=NC(=C(N1)Cl)Cl)C(=O)OC methyl 3-amino-5,6-dichloropyrazine-2-carboxylate